ClC1=C(C=CC=C1)S(=O)(=O)NC1=CC(=C(C=C1F)C=1C=C2C=NC(=NC2=C(C1)CC)NC1CCC(CC1)N(C(OC(C)(C)C)=O)C)OC tert-butyl ((1r,4r)-4-((6-(4-(2-chlorophenylsulfonamido)-5-fluoro-2-methoxyphenyl)-8-ethylquinazolin-2-yl)amino)cyclohexyl)(methyl)carbamate